Diethyl-1,3-dihydro-2H-pyrrolo[3,2-b]pyridin-2-one C(C)C1(C(NC=2C1=NC=CC2)=O)CC